C(C)(C)N(C(C)C)C(C)C N,N-diisopropylpropan-2-amine